Ethylamine C(C)N